tert-butyl 4-(benzotriazole-1-carbonyl)piperidine-1-carboxylate N1(N=NC2=C1C=CC=C2)C(=O)C2CCN(CC2)C(=O)OC(C)(C)C